2-({6-[(1,3-benzothiazol-2-yl)amino]-4-(methoxymethyl)-5-methylpyridazin-3-yl}amino)-1,3-thiazole-4-carboxylic acid S1C(=NC2=C1C=CC=C2)NC2=C(C(=C(N=N2)NC=2SC=C(N2)C(=O)O)COC)C